COC=1C=C2C(=CC=NC2=CC1OC)OC1=CC=C(C=C1)NC(=O)C1=NC=CN(C1=O)C1=CC=C(C=C1)C N-[4-(6,7-dimethoxyquinolin-4-yloxy)phenyl]-3-oxo-4-(4-methylphenyl)-3,4-dihydropyrazine-2-carboxamide